ClC1=CC=C(C=C1)C(C#N)=C1CCN(CC1)C(=O)N1CC=2C(CC1)=NOC2 2-(4-chlorophenyl)-2-(1-(4,5,6,7-tetrahydroisoxazolo[4,3-c]pyridine-5-carbonyl)piperidin-4-ylidene)acetonitrile